C(C)(C)(C)OC(=O)N[C@H](C(NCCOCCOCCOCCC(=O)OC1=C(C(=CC(=C1F)F)F)F)=O)CCC(NCCOCCOCCOCCC(=O)OC1=C(C(=CC(=C1F)F)F)F)=O bis(2,3,5,6-tetrafluorophenyl) (S)-15-((tert-butoxycarbonyl)amino)-14,18-dioxo-4,7,10,22,25,28-hexaoxa-13,19-diazahentriacontanedioate